2-(1-chloro-cyclopropyl)-1-(2-chlorophenyl)-3-(5-mercapto-1,2,4-triazol-1-yl)-propan-2-ol ClC1(CC1)C(CC1=C(C=CC=C1)Cl)(CN1N=CN=C1S)O